4-[(6-bromo-4-methyl-3-pyridyl)sulfonyl]-1,5-dimethyl-3H-quinoxalin-2-one BrC1=CC(=C(C=N1)S(=O)(=O)N1CC(N(C2=CC=CC(=C12)C)C)=O)C